(E)-N-(4-((3-chloro-4-fluorophenyl)amino)-7-methoxyquinazolin-6-yl)-4-(4-((4-(2-(2,6-dioxopiperidin-3-yl)-1,3-dioxoisoindolin-5-yl)piperidin-1-yl)methyl)piperidin-1-yl)but-2-enamide ClC=1C=C(C=CC1F)NC1=NC=NC2=CC(=C(C=C12)NC(\C=C\CN1CCC(CC1)CN1CCC(CC1)C=1C=C2C(N(C(C2=CC1)=O)C1C(NC(CC1)=O)=O)=O)=O)OC